N-((6-(2,6-dichloro-3,5-dimethoxyphenyl)-8-oxo-5,8-dihydropyrido[3,2-d]pyrimidin-2-yl)methyl)acryl-amide ClC1=C(C(=C(C=C1OC)OC)Cl)C1=CC(C=2N=C(N=CC2N1)CNC(C=C)=O)=O